CN(C1=C(C(=O)NCC2=CC=NC=C2)C=C(C=C1)NC(C(C)C)=O)C 2-(dimethylamino)-5-isobutyrylamino-N-(pyridin-4-ylmethyl)benzamide